1-[4-(trifluoromethyl)-3H-imidazol-2-yl]Methylamine FC(C=1NC(=NC1)CN)(F)F